C1CNCCC12CCC(CC2)CN2CCCCC2 1-((3-azaspiro[5.5]undecan-9-yl)methyl)piperidine